2-((1-methyl-2-oxabicyclo[3.1.1]heptan-5-yl)methyl)-6-((2-methyl-6-(trifluoromethyl)pyridin-3-yl)sulfonyl)-2,6-diazaspiro[3.3]heptane CC12OCCC(C1)(C2)CN2CC1(C2)CN(C1)S(=O)(=O)C=1C(=NC(=CC1)C(F)(F)F)C